ClC1=C(C=CC=C1)C1=NN=C(S1)NC1=CC=CC=C1 5-(2-chlorophenyl)-N-phenyl-1,3,4-thiadiazol-2-amine